C(C)(C)(C)OC(COC=1C(=C(C(=O)OC)C=CC1Cl)C)=O methyl 3-(2-(tert-butoxy)-2-oxoethoxy)-4-chloro-2-methylbenzoate